ClC=1C=CC(=NC1)CNC 1-(5-chloropyridin-2-yl)-N-methylmethylamine